(4-trifluoromethylphenyl)-2-hydroxypyrene FC(C1=CC=C(C=C1)C1=C(C=C2C=CC3=CC=CC4=CC=C1C2=C34)O)(F)F